C1(CCC(C)N1)=O 4-pentanelactam